N-(2-((1-(3-bromophenyl)ethyl)(ethyl)amino)ethyl)benzamide BrC=1C=C(C=CC1)C(C)N(CCNC(C1=CC=CC=C1)=O)CC